(S)-4-(4-(2-methylthiophen-3-yl)piperidin-2-yl)benzoate CC=1SC=CC1C1C[C@H](NCC1)C1=CC=C(C(=O)[O-])C=C1